OC1=C(C=CC(=C1)C=C1OC2=C(C1=O)C=CC(=C2OC)O)[O-] 2-hydroxy-4-[(6-hydroxy-7-methoxy-3-oxo-1-benzofuran-2-ylidene)methyl]phenolate